CC=1NC=2C(=NC=CC2)N1 2-methyl-1H-imidazo[4,5-b]pyridine